Z-[1,3]dioxolo[4,5-c]pyridine-5-carboxylate O1COC=2CN(C=CC21)C(=O)[O-]